O=C1N(CCC(N1)=O)C=1C=C(C(=O)N2CCN(CC2)CC2CCN(CC2)CCNC(OC(C)(C)C)=O)C=CC1OC tert-butyl (2-(4-((4-(3-(2,4-dioxotetrahydropyrimidin-1(2H)-yl)-4-methoxybenzoyl) piperazin-1-yl)methyl)piperidin-1-yl)ethyl)carbamate